cyano-(2,6-difluoro-4-pyridylamino)-5-methyl-thiazole-4-carboxamide C(#N)NC(=O)C=1N=C(SC1C)NC1=CC(=NC(=C1)F)F